trans-4-(((trans-4-(3-Chloro-4-methoxyphenyl) cyclohexyl)methyl)(4-(2-cyclopropyloxazol-4-yl)pyridin-2-yl)carbamoyl)cyclohexyl 4-methylpiperazine-1-carboxylate CN1CCN(CC1)C(=O)O[C@@H]1CC[C@H](CC1)C(N(C1=NC=CC(=C1)C=1N=C(OC1)C1CC1)C[C@@H]1CC[C@H](CC1)C1=CC(=C(C=C1)OC)Cl)=O